CN1N=CC(=C1)C1=NN=C(O1)C(=O)N1[C@@H](C2=C(CC1)NC=N2)C2=NN1C(C(=CC=C1)C(F)(F)F)=C2 (S)-(5-(1-methyl-1H-pyrazol-4-yl)-1,3,4-oxadiazol-2-yl)(4-(4-(trifluoromethyl)pyrazolo[1,5-a]pyridin-2-yl)-6,7-dihydro-1H-imidazo[4,5-c]pyridin-5(4H)-yl)methanone